ClC=1C(=NC=C(C1)C(NC=1SC(=C(N1)C=1SC=C(C1)Cl)N1CCN(CC1)C1CCCCC1)=O)N1CCC(CC1)C(=O)O 1-(3-chloro-5-((4-(4-chlorothien-2-yl)-5-(4-cyclohexylpiperazin-1-yl)-1,3-thiazol-2-yl)carbamoyl)pyridin-2-yl)piperidine-4-carboxylic acid